CC1(C(NC2=CC=C(C=C12)C(=O)NC(CS(=O)=O)CCC)=O)C 3,3-dimethyl-N-(5-methyl-1,1-dioxo-thiapentan-3-yl)-2-oxo-indoline-5-carboxamide